C(C)OC(=O)C1=C(C2=C(CCC3=CN(N=C23)CC2=NC=CC=C2Cl)O1)C 2-[(3-Chloropyridin-2-yl)methyl]-8-methyl-4,5-dihydro-2H-furo[2,3-g]indazole-7-carboxylic acid ethyl ester